SCC1(CC=C(C=C1)CS)O 1,4-bis(mercaptomethyl)phenol